BrC1=CC=C2N=CC=3N(C(N4C3C2=C1OCC41CC1)=O)C 7-bromo-2-methyl-2,9-dihydro-1H-spiro[8-oxa-2,4,10a-triazanaphtho[2,1,8-cde]azulene-10,1'-cyclopropan]-1-one